tert-butyl 6-(chlorosulfonyl)-2,3-dihydro-4H-benzo[b][1,4]oxazine-4-carboxylate ClS(=O)(=O)C1=CC2=C(OCCN2C(=O)OC(C)(C)C)C=C1